5-(2-cyclopropylethynyl)-2-methoxypyridine C1(CC1)C#CC=1C=CC(=NC1)OC